N1(CCNCC1)CCCCCCNC(CC)=O N-[6-(piperazin-1-yl)hexyl]propionamide